2-[1-[6-chloro-5-cyano-4-(trifluoromethyl)-2-pyridinyl]azetidin-3-yl]acetic acid methyl ester COC(CC1CN(C1)C1=NC(=C(C(=C1)C(F)(F)F)C#N)Cl)=O